morpholino(phenyl)methanone O1CCN(CC1)C(=O)C1=CC=CC=C1